trifluoromethyl-(1-(5-((4-(3,5-Bis(trifluoromethyl)phenyl)piperazin-1-yl)sulfonyl)indolin-1-yl)ethan-1-on) FC(F)(F)CC(=O)N1CCC2=CC(=CC=C12)S(=O)(=O)N1CCN(CC1)C1=CC(=CC(=C1)C(F)(F)F)C(F)(F)F